[5-chloro-2-[1-[2-(4,4-dimethyl-1-piperidyl)-3,6-dimethyl-4-oxo-chromen-8-yl]ethylamino]phenyl]boronic acid ClC=1C=CC(=C(C1)B(O)O)NC(C)C=1C=C(C=C2C(C(=C(OC12)N1CCC(CC1)(C)C)C)=O)C